di(4-n-propylphenyl) carbonate C(OC1=CC=C(C=C1)CCC)(OC1=CC=C(C=C1)CCC)=O